BrC=1C=C2C=C(N(C2=CC1)CC(=O)N1CCN(CC1)C(\C=C\C1=CC=CC=C1)=O)C1=CC=C(C=C1)F (E)-1-(4-(2-(5-bromo-2-(4-fluorophenyl)-1H-indolyl)acetyl)piperazin-1-yl)-3-phenylprop-2-en-1-one